NC(CN1CCC(CC1)(C(=O)N)CNC1=NC=NC(=C1F)N(CC1=CC=C(C=C1)C(F)(F)F)C1CC1)=O 1-(2-amino-2-oxoethyl)-4-(((6-(cyclopropyl(4-(trifluoromethyl)benzyl)amino)-5-fluoropyrimidin-4-yl)amino)methyl)piperidine-4-carboxamide